CC=1C=CC=2C(C3=CC=C(C=C3SC2C1)C)NC(=O)C=1C(NC(=CC1)C(F)(F)F)=O N-(3,6-dimethyl-9H-thioxanthen-9-yl)-2-oxo-6-(trifluoromethyl)-1,2-dihydropyridine-3-carboxamide